ClC1=C(C#N)C=C(C(=N1)CCO)F 2-Chloro-5-fluoro-6-(2-hydroxyethyl)nicotinnitrile